6-Heptatriene CC/C=C/C=C=C